2,4,7-trichloro-8-fluoro-5-(2-methoxyethoxy)pyrido[4,3-d]pyrimidine ClC=1N=C(C2=C(N1)C(=C(N=C2OCCOC)Cl)F)Cl